N1(C=NC=C1)C(C)N (1H-imidazol-1-yl)ethan-1-amine